FC(CN1C(=NC2=C1C=C(C=C2)C=2C=CN1N=C(N=C(C12)OC)NC1CC(C1)(C(=O)N(C)C)C)C)F (1r,3r)-3-((5-(1-(2,2-difluoroethyl)-2-methyl-1H-benzo[d]imidazol-6-yl)-4-methoxypyrrolo[2,1-f][1,2,4]triazin-2-yl)amino)-N,N,1-trimethylcyclobutane-1-carboxamide